6-(5-chloro-2-fluorophenyl)-5-(trifluoromethyl)pyridazin-4-amine ClC=1C=CC(=C(C1)C1=C(C(=CN=N1)N)C(F)(F)F)F